BrC1=CC(=C(C=C1)C1=NN2C(N=C(C=C2C2=CC=C(C=C2)Cl)C(=O)N2[C@@H](C3=CC=CC=C3CC2)C)=C1)F (1R)-2-[2-(4-bromo-2-fluorophenyl)-7-(4-chlorophenyl)pyrazolo[1,5-a]pyrimidine-5-carbonyl]-1-methyl-1,2,3,4-tetrahydroisoquinoline